N1=CC=C(C=C1)C1=CC=C(N=N1)NC1C[C@@H]2[C@@H](CN(C2)CC2CCOCC2)C1 (3aR,5s,6aS)-N-[6-(4-pyridyl)pyridazin-3-yl]-2-(tetrahydropyran-4-ylmethyl)-3,3a,4,5,6,6a-hexahydro-1H-cyclopenta[c]pyrrol-5-amine